[1-[5-(4-bromo-2,6-dichloro-phenoxy)-2-[(4-methoxyphenyl)methoxy]phenyl]sulfonylazetidin-3-yl]oxy-tert-butyl-dimethyl-silane BrC1=CC(=C(OC=2C=CC(=C(C2)S(=O)(=O)N2CC(C2)O[Si](C)(C)C(C)(C)C)OCC2=CC=C(C=C2)OC)C(=C1)Cl)Cl